C(C)C1=CC(=NO1)C(=O)C1=NN(N=C1I)C 4-(5-ethyl-1,2-oxazole-3-carbonyl)-5-iodo-2-methyl-2H-1,2,3-triazole